1-(2-(7,8-dimethyl-[1,2,4]triazolo[1,5-a]pyridin-6-yl)-3-isopropyl-4-methyl-1H-pyrrolo[2,3-c]pyridin-5-yl)-N-isopropylpiperidin-4-amine CC1=C(C=2N(C=C1C1=C(C=3C(=CN=C(C3C)N3CCC(CC3)NC(C)C)N1)C(C)C)N=CN2)C